COC(=O)C1=CC=2C(=NC=C(N2)NCC(CF)(CF)CF)NC1 (2,2,2-trifluoromethylethylamino)-5,6-Dihydropyrido[2,3-b]pyrazine-7-carboxylic acid methyl ester